4-(4-Fluoro-piperidin-1-yl)-but-2-enoic acid [4-(3-chloro-4-fluoro-phenylamino)-7-methoxy-quinazolin-6-yl]-amide ClC=1C=C(C=CC1F)NC1=NC=NC2=CC(=C(C=C12)NC(C=CCN1CCC(CC1)F)=O)OC